C(C)(C)(C)C1=CC(=C(C(=C1)CO)O)CO 4-tert-butyl-2,6-bis(hydroxymethyl)-phenol